The molecule is a tetracyclic triterpenoid that is dammer-25-ene substituted by hydroxy groups at positions 20 and 24 and an oxo group at position 3 (the 24S-stereoisomer). It has been isolated from the stems of Aglaia abbreviata. It has a role as a plant metabolite. It is a tetracyclic triterpenoid, a cyclic terpene ketone and a diol. It derives from a hydride of a dammarane. CC(=C)[C@H](CC[C@@](C)([C@H]1CC[C@@]2([C@@H]1CC[C@H]3[C@]2(CC[C@@H]4[C@@]3(CCC(=O)C4(C)C)C)C)C)O)O